(6R)-6-{[7-methoxy-2-(4-methoxyphenyl)[1,2,4]triazolo[1,5-c]quinazolin-5-yl]amino}-1,4-diazepan-5-one COC1=CC=CC=2C=3N(C(=NC12)N[C@H]1C(NCCNC1)=O)N=C(N3)C3=CC=C(C=C3)OC